1-[4-[6-[5-[[6-(cyclopropyloxy)pyrazin-2-yl]amino]-1-methyl-pyrazol-4-yl]-3-pyridinyl]-2-(trifluoromethyl)phenyl]cyclopropanecarboxylic acid C1(CC1)OC1=CN=CC(=N1)NC1=C(C=NN1C)C1=CC=C(C=N1)C1=CC(=C(C=C1)C1(CC1)C(=O)O)C(F)(F)F